OC1=C(C(=O)NCC(C(C(C(CO)O)O)O)O)C=C(C=C1CN1CCN(CCCNCCC1)CC1=C(C(=CC(=C1)C)C(NCC(C(C(C(CO)O)O)O)O)=O)O)C 2-hydroxy-3-{[4-({2-hydroxy-5-methyl-3-[(2,3,4,5,6-pentahydroxyhexyl)carbamoyl]phenyl}methyl)-1,4,8-triazacycloundec-1-yl]methyl}-5-methyl-N-(2,3,4,5,6-pentahydroxyhexyl)benzamide